CN1C(=NN=C1)C[C@H](C)C1=CC(=NC=C1)N1C(C2=CC=CC(=C2C1)C(F)(F)F)=O (S)-2-(4-(1-(4-methyl-4H-1,2,4-triazol-3-yl)propan-2-yl)pyridin-2-yl)-4-(trifluoromethyl)isoindolin-1-one